C(=O)(OC(C)(C)C)CC(O)(C)C(C)(C)O Boc-pinacol